5-[5-(difluoromethyl)-1,3,4-oxadiazol-2-yl]-2-{[1-(2,6-difluorophenyl)cyclopropyl]oxy}pyrimidine FC(C1=NN=C(O1)C=1C=NC(=NC1)OC1(CC1)C1=C(C=CC=C1F)F)F